6-thia-octane CCCCCSCC